N1(CCNCC1)C=1C=C(C=CC1)NC1CNCCC1 3-((3-(piperazin-1-yl)phenyl)amino)piperidine